N,N'-bis(2-naphthyl)-1,4-phenylenediamine C1=C(C=CC2=CC=CC=C12)NC1=CC=C(C=C1)NC1=CC2=CC=CC=C2C=C1